[Li].[Mn].[Co].[Ni] nickel cobalt manganese, lithium salt